CN(CCN(CCCCCCCC(=O)OC(CCCCCCCCC)CCCCCCCCC)CCCCCCCCC)C nonadecan-10-yl 8-((2-(dimethylamino)ethyl)(nonyl)amino)octanoate